N-phenyl-N-(benzenesulfonyl)methacrylamide C1(=CC=CC=C1)N(C(C(=C)C)=O)S(=O)(=O)C1=CC=CC=C1